(1S,3S,5R)-5-((2-azidoethoxy)methyl)-2-((9,9-difluoro-9H-fluorene-3-carbonyl)glycyl)-2-azabicyclo[3.1.0]hexane-3-carboxylic acid N(=[N+]=[N-])CCOC[C@@]12C[C@H](N([C@H]2C1)C(CNC(=O)C=1C=CC=2C(C3=CC=CC=C3C2C1)(F)F)=O)C(=O)O